5-benzyl-N-(4-(2-cyclopropylphenyl)pyridin-2-yl)-4H-1,2,4-triazole-3-carboxamide C(C1=CC=CC=C1)C=1NC(=NN1)C(=O)NC1=NC=CC(=C1)C1=C(C=CC=C1)C1CC1